[(2S,5R)-5-aminotetrahydropyran-2-yl]methanol hydrochloride Cl.N[C@@H]1CC[C@H](OC1)CO